ClC1=NC=CC(=C1)NC(=O)C1=C(N(C(=C1C)C(C(=O)NC1CCC(CC1)O)=O)C)C N-(2-chloropyridin-4-yl)-5-(2-(((1s,4s)-4-hydroxycyclohexyl)amino)-2-oxoacetyl)-1,2,4-trimethyl-1H-pyrrole-3-carboxamide